4-amino-8-(2-cyanopyridin-3-yl)-N-propylisoquinoline-3-carboxamide NC1=C(N=CC2=C(C=CC=C12)C=1C(=NC=CC1)C#N)C(=O)NCCC